Cl.CN(C(C1=NC(=CC=C1)N1C(C2(CC1)CCNCC2)=O)=O)C N,N-dimethyl-6-(1-oxo-2,8-diazaspiro[4.5]decan-2-yl)picolinamide hydrochloride